ClC=1C=C(C=CC1F)N(C1=NC=NC2=CC(=C(C=C12)OCCOCCOCCOCCOCCC(=O)NC1=C2CN(C(C2=CC=C1)=O)C1C(NC(CC1)=O)=O)OC)CC1=CC=C(C=C1)[N+](=O)[O-] 1-((4-((3-chloro-4-fluorophenyl)(4-nitrobenzyl)amino)-7-methoxyquinazolin-6-yl)oxy)-N-(2-(2,6-dioxopiperidin-3-yl)-1-oxoisoindolin-4-yl)-3,6,9,12-tetraoxapentadecane-15-amide